N-(2-cyanoisoindolin-4-yl)-3-(o-tolyl)-1H-pyrazole-5-carboxamide C(#N)N1CC2=CC=CC(=C2C1)NC(=O)C1=CC(=NN1)C1=C(C=CC=C1)C